2-hydroxy-1,3,5-benzenetricarbaldehyde OC1=C(C=C(C=C1C=O)C=O)C=O